BrC1=CC=C(C=C1)C1=C(C(C(=C1C1=CC=C(C=C1)Br)C1=CC=CC=C1)=O)C1=CC=CC=C1 3,4-bis(4-bromophenyl)-2,5-diphenyl-2,4-cyclopentadien-1-one